ClCC1CCC(CC1)CN(C)C 1-(4-(chloromethyl)cyclohexyl)-N,N-Dimethylmethylamine